CC=1N=CC(=NC1)C=1C2=CC=CC=C2N=C2C=CC=CC12 9-(5-methyl-2-pyrazinyl)acridine